O=S1(NCC2=C1C=CC=C2)=O 2,3-dihydro-1,1-dioxo-1,2-benzisothiazole